C(C)(C)(C)OC(NC1(CCN(CC1)C1=NC(=C2C(=N1)NN=C2C2=C(C1=C(N=C(S1)C)C=C2)Cl)C#N)C2=C(C=CC=C2)F)=O (1-(3-(7-chloro-2-methylbenzo[d]thiazol-6-yl)-4-cyano-1H-pyrazolo[3,4-d]pyrimidin-6-yl)-4-(2-fluorophenyl)piperidin-4-yl)carbamic acid tert-butyl ester